C(C)(C)(C)OC(=O)NC=1SC2=C(N1)C(=CC=C2F)C2=C(C=C1C(=NC=NC1=C2)N2CCN(CC2)C(=O)OC(C)(C)C)Cl tert-Butyl 4-(7-{2-[(tert-butoxycarbonyl)amino]-7-fluoro-1,3-benzothiazol-4-yl}-6-chloroquinazolin-4-yl)piperazine-1-carboxylate